N[C@@H]1CC=CC[C@H]1C1=C(C2=NC(=CC(=C2S1)NCC=1OC=CC1)Cl)I 2-((1R,6R)-6-aminocyclohex-3-en-1-yl)-5-chloro-N-(furan-2-ylmethyl)-3-iodothieno[3,2-b]pyridin-7-amine